C1(C(C(OC(C1O)O)C(=O)O)O)O HEXURONATE